ClC1=C(C(=CC=C1)C)NC(=O)C=1C(=NC(=NC1)NC1=CC=C(C=C1)N1CCN(CC1)C)NC1=C(C=CC(=C1)F)NC(C=C)=O N-(2-chloro-6-methylphenyl)-4-{[5-fluoro-2-(prop-2-enamido)phenyl]amino}-2-{[4-(4-methylpiperazin-1-yl)phenyl]amino}pyrimidine-5-carboxamide